5-methyl-2-phenyl-1,3-dioxan CC1COC(OC1)C1=CC=CC=C1